C(C)C1(C(NC(C(C1C1=C(C=CC=C1)Cl)(C(=O)O)C)C)COCCN1N=NC(=C1)C1=C(C=CC=C1)Cl)C(=O)O 3-ethyl-5-methyl-4-(2-chlorophenyl)-2-((2-(4-(2-chlorophenyl)-1H-1,2,3-triazol-1-yl)ethoxy)methyl)-6-methyl-1,4-dihydropyridine-3,5-dicarboxylic acid